8-fluoro-3-[(2-fluoro-3-nitro-phenyl)methyl]-7-hydroxy-4-methyl-chromen-2-one FC=1C(=CC=C2C(=C(C(OC12)=O)CC1=C(C(=CC=C1)[N+](=O)[O-])F)C)O